3-(methylsulfonyl)-1H-indole CS(=O)(=O)C1=CNC2=CC=CC=C12